NC1=C(C=NN1)C(=O)NC1=CC=C(C=C1)O 5-amino-N-(4-hydroxyphenyl)-1H-pyrazole-4-carboxamide